2-[4-[2-(dimethylamino)ethoxy]anilino]-8-((1r,3r)-3-hydroxy-3-methyl-cyclobutyl)-6-(5-methyl-3,4-dihydro-2H-quinoxalin-1-yl)pyrido[2,3-d]pyrimidin-7-one CN(CCOC1=CC=C(NC=2N=CC3=C(N2)N(C(C(=C3)N3CCNC2=C(C=CC=C32)C)=O)C3CC(C3)(C)O)C=C1)C